2-(2-(5-bromo-3-trifluoromethylphenyl)hydrazono)propionic acid ethyl ester C(C)OC(C(C)=NNC1=CC(=CC(=C1)Br)C(F)(F)F)=O